FC1=C(C=C(C=C1)NC(=O)C1=C(N(C(=C1C)C(C(NC(C(F)(F)F)(C)C)=O)=O)C)C)C N-(4-fluoro-3-methylphenyl)-1,2,4-trimethyl-5-(2-oxo-2-((1,1,1-trifluoro-2-methylpropan-2-yl)amino)acetyl)-1H-pyrrole-3-carboxamide